CC1CCC(N1CC=1C=NC(=NC1)OC1=CC=C(C=C1)C)=O 5-methyl-1-{[2-(4-methylphenoxy)pyrimidin-5-yl]methyl}pyrrolidin-2-one